BrC1=CC(=CC=2C3C(CN(C12)C1CN(C1)C(=O)OC(C)(C)C)C3)Cl tert-butyl 3-(4-bromo-6-chloro-1,1a,2,7b-tetrahydrocyclopropa[c]quinolin-3-yl)azetidine-1-carboxylate